2-{3-[3-(tert-butylamino)pyrrolidin-1-yl]-1,2,4-triazin-6-yl}-5-(3-methyl-1H-pyrazol-4-yl)phenol C(C)(C)(C)NC1CN(CC1)C=1N=NC(=CN1)C1=C(C=C(C=C1)C=1C(=NNC1)C)O